N,N'-diphenyl-6-((2-(dimethylamino)ethyl)amino)-[1,3,5]triazine-2,4-diamine C1(=CC=CC=C1)NC1=NC(=NC(=N1)NC1=CC=CC=C1)NCCN(C)C